N1(CCC1)C1=NC(=CC(=N1)N1CCC1)CCCCCCCCCCCCCC 2,4-Di-(azetidin-1-yl)-6-tetradecylpyrimidine